C(C)OC1=CC=C(C=C1)OB(O)O (4-ethoxyphenyl)boric acid